(R)-3-(2,6-difluoro-4-(4-oxopiperidin-1-yl)phenyl)piperidine-2,6-dione FC1=C(C(=CC(=C1)N1CCC(CC1)=O)F)[C@@H]1C(NC(CC1)=O)=O